N-[(1S)-1-cyclopropyl-2,2,2-trifluoroethyl]-1-(3,5-difluoropyridin-2-yl)-6-fluoro-7-[(3S)-3-hydroxypyrrolidin-1-yl]-4-oxo-1,4-dihydro-1,8-naphthyridine-3-carboxamide C1(CC1)[C@@H](C(F)(F)F)NC(=O)C1=CN(C2=NC(=C(C=C2C1=O)F)N1C[C@H](CC1)O)C1=NC=C(C=C1F)F